FC1=C(C=CC(=N1)C1=CC=C(N=N1)N(C1C[C@H]2CC[C@@H](C1)N2C(=O)OC(C)(C)C)C)C=2C=NN(C2)C2OCCCC2 tert-butyl (1R,3R,5S)-3-[(6-{6-fluoro-5-[1-(oxan-2-yl)pyrazol-4-yl]pyridin-2-yl}pyridazin-3-yl) (methyl)amino]-8-azabicyclo[3.2.1]octane-8-carboxylate